CC1(CC1)C[C@H](C(=O)O)N[C@H](C)C1=CC=CC=C1 (2R)-3-(1-methylcyclopropyl)-2-[[(1R)-1-phenylethyl]amino]propanoic acid